C(C\C=C/CCCCCC)(=O)OCCCCCCCN(CCO)CCCCCCCC(=O)OC(CCCCCCCC)CCCCCCCC 7-((8-(heptadecan-9-yloxy)-8-oxooctyl)(2-hydroxyethyl)amino)heptyl (Z)-dec-3-enoate